ClC=1C=C(C=CC1OCC1=NC=CC=C1)NC=1C2=C(N=CN1)NC=C2C2CC1(CN(C1)C(C=C)=O)CC2 1-(6-(4-((3-chloro-4-(pyridin-2-ylmethoxy)phenyl)amino)-7H-pyrrolo[2,3-d]pyrimidin-5-yl)-2-azaspiro[3.4]octan-2-yl)prop-2-en-1-one